FC=1C=C(C=C(C1)C)C=1C(=C(N=NC1)C=O)N1CCC(CC1)NC(O)=O N-{1-[5-(3-fluoro-5-methylphenyl)-3-formylpyridazin-4-yl]Piperidin-4-yl}carbamic acid